NCC1=NNC(C2=CC=C(C=C12)C=1C=NN(C1C1=C(C2=C(S1)C(=CC=C2)OCC(F)F)C#N)C)=O 2-(4-(4-(aminomethyl)-1-oxo-1,2-dihydrophthalazin-6-yl)-1-methyl-1H-pyrazol-5-yl)-7-(2,2-difluoroethoxy)benzo[b]thiophene-3-carbonitrile